5-methoxy-2-(4-((1-methylpiperidin-3-yl)amino)phthalazin-1-yl)phenol COC=1C=CC(=C(C1)O)C1=NN=C(C2=CC=CC=C12)NC1CN(CCC1)C